FC1(CC(C1)NCC1=CC(=NC(=C1)C(F)(F)F)N1C(C2=CC(=CC=C2C1)C1(COC1)CC1=NN=CN1C)=O)F 2-(4-(((3,3-Difluorocyclobutyl)amino)methyl)-6-(trifluoromethyl)pyridin-2-yl)-6-(3-((4-methyl-4H-1,2,4-triazol-3-yl)methyl)oxetan-3-yl)isoindolin-1-one